tert-butyl 2-(N-(tert-butyldimethylsilyl)sulfamoyl)-6,7-dihydrothieno[3,2-c]pyridine-5(4H)-carboxylate [Si](C)(C)(C(C)(C)C)NS(=O)(=O)C1=CC=2CN(CCC2S1)C(=O)OC(C)(C)C